FC1CCN2C(CC=C12)C fluoro-5-methyltetrahydro-1H-pyrrolizin